FC(C1=CC(=NC=C1)N1C(NCC1)=O)(F)F [4-(trifluoromethyl)-2-pyridyl]imidazolidin-2-one